ClC1=CC(=NC2=CC=CC=C12)C(F)F 4-chloro-2-(difluoromethyl)quinoline